CN1N=CC(=C1)C1=C(C=C2C(=NC=NC2=C1)O)[N+](=O)[O-] 7-(1-methyl-1H-pyrazol-4-yl)-6-nitroquinazolin-4-ol